Nδ-t-butoxycarbonyl-L-ornithine C(C)(C)(C)OC(=O)NCCC[C@H](N)C(=O)O